OC1([C@H]2CC[C@@H](CC1)N2C(=O)OCC2=CC=CC=C2)C benzyl (1R,5S)-2-hydroxy-2-methyl-8-azabicyclo[3.2.1]octane-8-carboxylate